COC1=CC=C(C=C1)C1=NC2=C(N1)C=CC(=C2)N2C(C1=CC=C(C=C1C2)N2CCCCC2)=O 2-(2-(4-methoxyphenyl)-1H-benzimidazol-5-yl)-5-(piperidin-1-yl)isoindolin-1-one